NC(CC(=O)O)CNC=1C2=C(N=C(N1)OC[C@]13CCCN3C[C@@H](C1)F)C(=C(N=C2)C2=CC(=CC1=CC=C(C(=C21)CC)F)O)F 3-amino-4-((7-(8-ethyl-7-fluoro-3-hydroxynaphthalen-1-yl)-8-fluoro-2-(((2R,7aS)-2-fluorohexahydro-1H-pyrrolizin-7a-yl)methoxy)pyrido[4,3-d]pyrimidin-4-yl)amino)butanoic acid